FC1=CC(=C2C=CNC2=C1)N1C(C2=CC(=C(C=C2C(=C1)C(=O)N1CCC(CC1)F)OCF)OCF)=O 2-(6-fluoro-1H-indol-4-yl)-6,7-bis(fluoromethoxy)-4-(4-fluoropiperidine-1-carbonyl)-1,2-dihydroisoquinolin-1-one